NC=1C=C(C=C(C1)C(F)(F)F)[C@@H](C)NC(=O)C1=NN(C(C=C1)=O)C=1CCN(CC1)C N-[(1R)-1-[3-amino-5-(trifluoromethyl)phenyl]ethyl]-1-(1-methyl-1,2,3,6-tetrahydropyridin-4-yl)-6-oxo-1,6-dihydropyridazine-3-carboxamide